tert-butyl 2-[4-[4-[(2,6-dioxo-3-piperidyl)-methyl-amino]phenyl]-1-piperidyl]acetate O=C1NC(CCC1N(C1=CC=C(C=C1)C1CCN(CC1)CC(=O)OC(C)(C)C)C)=O